ClC1=NC(N(C(=C1)N1CCN(CC1)C1=CC=CC=C1)C)=O 4-chloro-1-methyl-6-(4-phenylpiperazinyl)pyrimidin-2(1H)-one